COC1=CC=C(\C=C/C(=O)OCC)C=C1 (Z)-Ethyl p-methoxycinnamate